Methyl 5-fluoro-2-formyl-1H-pyrrole-3-carboxylate FC1=CC(=C(N1)C=O)C(=O)OC